tert-butyl (1R,2S,5S)-3-[(2S)-2-[(5-chloropyrazin-2-yl)amino]-3,3-dimethyl-butanoyl]-6,6-dimethyl-3-azabicyclo[3.1.0]hexane-2-carboxylate ClC=1N=CC(=NC1)N[C@H](C(=O)N1[C@@H]([C@H]2C([C@H]2C1)(C)C)C(=O)OC(C)(C)C)C(C)(C)C